6-(4,5-dimethyloxazol-2-yl)-5-(trifluoroMethyl)pyridin-3-amine CC=1N=C(OC1C)C1=C(C=C(C=N1)N)C(F)(F)F